tert-butyl 4-(5-(2-hydroxypropan-2-yl) pyridin-2-yl)-3-oxopiperazine-1-carboxylate OC(C)(C)C=1C=CC(=NC1)N1C(CN(CC1)C(=O)OC(C)(C)C)=O